1,3,6-hexane-tricarbonitrile C(CC(CCCC#N)C#N)C#N